phenyl-(2,4,6-trimethyl-benzoyl)magnesium phosphate P(=O)(O)(O)O.C1(=CC=CC=C1)[Mg]C(C1=C(C=C(C=C1C)C)C)=O